CC1C=CC(O1)C1(CCN(CC1)CC1=CC=C(C=C1)NC(C)=O)CCC1=CC=CC=C1 N-(4-((4-(5-methyl-2,5-dihydrofuran-2-yl)-4-phenethylpiperidin-1-yl)methyl)phenyl)acetamide